(1-(2-Hydroxyethyl)-6-(3-methoxy-1H-pyrazol-4-yl)-1H-indazol-3-yl)(2-methyl-2,3-dihydrobenzo[b][1,4]dioxin-2-yl)methanone OCCN1N=C(C2=CC=C(C=C12)C=1C(=NNC1)OC)C(=O)C1(COC2=C(O1)C=CC=C2)C